(R)-4-methyl-3-(methylsulfonyl)-N-((2-(2-(pyridin-4-yl)morpholino)-1,6-naphthyridin-7-yl)methyl)benzamide CC1=C(C=C(C(=O)NCC2=NC=C3C=CC(=NC3=C2)N2C[C@H](OCC2)C2=CC=NC=C2)C=C1)S(=O)(=O)C